C(=O)C1=CC=C(C=C1)C1=CC(=C(N=N1)C#N)OC 6-(4-Formylphenyl)-4-methoxypyridazine-3-carbonitrile